(S)-3-methyl-2-oxo-N-(6-((5-(trifluoromethyl)pyridin-2-yl)oxy)benzo[d][1,3]dioxol-4-yl)imidazolidine-4-carboxamide CN1C(NC[C@H]1C(=O)NC1=CC(=CC=2OCOC21)OC2=NC=C(C=C2)C(F)(F)F)=O